(1R)-4-((2-Cyanoethyl)(methyl)amino)-3-hydroxy-2,2-dimethyl-4-oxobutyl dihydrogen phosphate P(=O)(OCC(C(C(=O)N(C)CCC#N)O)(C)C)(O)O